[Cl-].[Cl-].C(C)(C)(C)[Cr+2]C(C)(C)C di-tert-butylchromium dichloride